ethyl 2-(2,2-dimethyl-4-oxo-3,8,11-trioxa-5-azatetradecan-14-amido)cyclohex-1-ene-1-carboxylate CC(C)(OC(NCCOCCOCCC(=O)NC1=C(CCCC1)C(=O)OCC)=O)C